C(CCCCC(C)C)N(CCCCCC(C)C)CC(=O)OCCCCCC 1-hexyl N,N-di-isooctylaminoacetate